4-chloro-2-(5-fluoropyridin-2-yl)-6-methylthieno[2,3-d]pyrimidine ClC=1C2=C(N=C(N1)C1=NC=C(C=C1)F)SC(=C2)C